OC1=CC=C2C[C@H](N(CC2=C1)C(=O)OC(C)(C)C)C(N[C@H]1CCCC2=CC=CC=C12)=O tert-butyl (3S)-7-hydroxy-3-[[(1S)-tetralin-1-yl]carbamoyl]-3,4-dihydro-1H-isoquinoline-2-carboxylate